1-chloro-3-(5-(difluoromethyl)-1,3,4-thiadiazol-2-yl)-8-((3r,5s)-3-(hydroxymethyl)-5-methylpiperazin-1-yl)-N-(3-methyloxetan-3-yl)imidazo[1,5-a]pyridine-6-sulphonamide ClC=1N=C(N2C1C(=CC(=C2)S(=O)(=O)NC2(COC2)C)N2C[C@@H](N[C@H](C2)C)CO)C=2SC(=NN2)C(F)F